(S)-N'-hydroxy-3-nitro-4-((oxetan-2-ylmethyl)amino)benzimidamide ON=C(C1=CC(=C(C=C1)NC[C@H]1OCC1)[N+](=O)[O-])N